7,8-dibenzyloxy-1-methyl-5H-pyrazolo[4,3-c]quinolin-4-one C(C1=CC=CC=C1)OC=1C(=CC=2C3=C(C(NC2C1)=O)C=NN3C)OCC3=CC=CC=C3